C1(CC1)C1=C(C=NC2=CC=CN=C12)NC1=CC=C(C=C1)[C@@H](C(F)(F)F)N(C(=O)C1CN(CCC1)S(=O)(=O)C)C N-((S)-1-(4-((4-cyclopropyl-1,5-naphthyridin-3-yl)amino)phenyl)-2,2,2-trifluoroethyl)-N-methyl-1-(methylsulfonyl)piperidine-3-carboxamide